C1(CC1)C1=CC2=C(N=C(N=C2)NC2=CC=C(C=C2)N2CCN(CC2)CC(=O)OC)N1C1=NC(=CC=C1)N=S(=O)(C)C methyl 2-(4-(4-((6-cyclopropyl-7-(6-((dimethyl(oxo)-λ6-sulfanylidene)amino) pyridin-2-yl)-7H-pyrrolo[2,3-d]pyrimidin-2-yl)amino)phenyl)piperazin-1-yl)acetate